8-Chloro-2-(7-chloro-8-fluoro-2-(((2R,7aS)-2-fluorotetrahydro-1H-pyrrolizin-7a(5H)-yl)methoxy-d2)pyrido[4,3-d]pyrimidin-4-yl)-5-oxa-2-azabicyclo[5.1.0]octane ClC1C2COCCN(C12)C=1C2=C(N=C(N1)OC([2H])([2H])[C@]13CCCN3C[C@@H](C1)F)C(=C(N=C2)Cl)F